O1CCC(CC1)N1N=CC2=C1N=CNC2=O 1-(oxan-4-yl)-5H-pyrazolo[3,4-d]pyrimidin-4-one